C1(=CC=CC=C1)NS(=O)(=O)C1=CNC2=CC=CC=C12 N-(PHENYL)-INDOL-3-SULFONAMID